ClC1=CN=C(S1)[C@@H](C)NC(CC=1C=NC(=CC1)C1(CC1)C(F)(F)F)=O (R)-N-(1-(5-chlorothiazol-2-yl)ethyl)-2-(6-(1-(trifluoromethyl)cyclopropyl)pyridin-3-yl)acetamide